dimethylammonium lead tri-iodide [Pb+](I)(I)I.C[NH2+]C